4-amino-N,1,3-trimethyl-N-((5S)-2-(trifluoromethyl)-5,8-dihydro-6H-pyrano[3,4-b]pyridin-5-yl)-1H-pyrazolo[4,3-c]quinoline-8-carboxamide NC1=NC=2C=CC(=CC2C2=C1C(=NN2C)C)C(=O)N([C@@H]2COCC1=NC(=CC=C12)C(F)(F)F)C